C(C=C)(=O)OCCC#N 3-acryloyloxypropionitrile